(4'-acryloyloxyethyl-phenyl)propene C(C=C)(=O)OCCC1=CC=C(C=C1)C=CC